5-methyl-pyrazole-1-carboxamide CC1=CC=NN1C(=O)N